NC1=NC=NC=2C3=C(\C(\C(C12)(C)C)=N/OC[C@@H]1CNC(O1)=O)C=C(C=C3)I (5S)-5-[[(Z)-(4-amino-8-iodo-5,5-dimethyl-benzo[h]quinazolin-6-ylidene)amino]oxymethyl]oxazolidin-2-one